The molecule is a member of the class of tetraphenes that is tetraphene-7,12-dione substituted by hydroxy groups at positions 1 and 8 and a methyl group at position 3. It has a role as a bacterial metabolite. It is a member of tetraphenes, a member of phenols and a member of p-quinones. CC1=CC2=C(C(=C1)O)C3=C(C=C2)C(=O)C4=C(C3=O)C=CC=C4O